2,5-bis(trifluoroethoxy)benzoic acid FC(COC1=C(C(=O)O)C=C(C=C1)OCC(F)(F)F)(F)F